COCCN(C=1N=C(C2=C(N1)C(=NC(=N2)N(CCOC)CCOC)N(C)CC2=CC(=CC=C2)Cl)N2CC(N(CC2)C)=O)CCOC 4-(2,6-bis(bis(2-methoxyethyl)amino)-8-((3-chlorobenzyl)(methyl)amino)pyrimido[5,4-d]pyrimidin-4-yl)-1-methylpiperazin-2-one